(S)-2-Fluoro-N-((5-fluoro-6-methoxypyridin-3-yl)methyl)-5-(3-(1-hydroxyethyl)pyridin-2-yl)benzamide FC1=C(C(=O)NCC=2C=NC(=C(C2)F)OC)C=C(C=C1)C1=NC=CC=C1[C@H](C)O